1,2-diamino-2-methyl-propane NCC(C)(C)N